3-chloro-5-(2,6-difluorophenyl)-9-(1-methyl-1H-pyrazol-4-yl)-1,6-dihydropyrazolo[4,3-d]pyrido[4,3-f][1,3]diazepine ClC1=NNC2=C1N=C(NC1=C2C=C(N=C1)C=1C=NN(C1)C)C1=C(C=CC=C1F)F